Tris(p-isocyanatophenyl)-thiophosphat N(=C=O)C1=CC=C(C=C1)OP(=S)(OC1=CC=C(C=C1)N=C=O)OC1=CC=C(C=C1)N=C=O